C(C)(C)(C)N(C([O-])=O)C1C(C(CCC1)NC1=CC(=NC=C1[N+](=O)[O-])Br)O.FC1=C(C(=C(C(=C1[B-](C1=C(C(=C(C(=C1F)F)F)F)F)(C1=C(C(=C(C(=C1F)F)F)F)F)C1=C(C(=C(C(=C1F)F)F)F)F)F)F)F)F.C(C)N1C=[N+](C=C1)C.C(C)N1C=[N+](C=C1)C 1-ethyl-3-methylimidazolium tetrakis(pentafluorophenyl)borate tert-butyl-(3-((2-bromo-5-nitropyridin-4-yl)amino)-2-hydroxycyclohexyl)carbamate